((1s,4s)-4-((2,2-difluoropropyl)amino)cyclohexyl)-5-(1H-imidazol-1-yl)-1H-pyrazolo[3,4-c]pyridine-7-carboxamide FC(CNC1CCC(CC1)N1N=CC=2C1=C(N=C(C2)N2C=NC=C2)C(=O)N)(C)F